5-(1-methoxyethyl)-1-(pyridin-3-yl)-1H-pyrazole-4-carboxylic acid ethyl ester C(C)OC(=O)C=1C=NN(C1C(C)OC)C=1C=NC=CC1